(4-(4-((3-(3-(difluoromethyl)-1-(prop-2-yn-1-yl)-1H-pyrazol-4-yl)imidazo[1,2-a]pyrazin-8-yl)amino)-2-ethylbenzoyl)piperazin-1-yl)(piperidin-4-yl)methanone FC(C1=NN(C=C1C1=CN=C2N1C=CN=C2NC2=CC(=C(C(=O)N1CCN(CC1)C(=O)C1CCNCC1)C=C2)CC)CC#C)F